1-[6-(2,6-dichlorophenyl)-2-(4-diethylaminobutyl)pyrido[2,3-d]pyrimidin-7-yl]-3-ethylurea ClC1=C(C(=CC=C1)Cl)C1=CC2=C(N=C(N=C2)CCCCN(CC)CC)N=C1NC(=O)NCC